N-ethyl-2,4-dihydroxy-5-isopropyl-N-phenylbenzamide C(C)N(C(C1=C(C=C(C(=C1)C(C)C)O)O)=O)C1=CC=CC=C1